2-(2-((3R,4R)-3-amino-4-fluoropiperidin-1-yl)-5,6-difluoro-1H-benzo[d]imidazol-1-yl)-N-(1,1-dioxidotetrahydrothiophen-3-yl)-N-((tetrahydrofuran-2-yl)methyl)acetamide N[C@@H]1CN(CC[C@H]1F)C1=NC2=C(N1CC(=O)N(CC1OCCC1)C1CS(CC1)(=O)=O)C=C(C(=C2)F)F